5-(2-chlorophenyl)-2H-1,2,3-triazole-4-carbonitrile ClC1=C(C=CC=C1)C=1C(=NNN1)C#N